tris(2-aminoazulene-1,3-dicarboxylic acid) (hexaethyl 6,6',6''-(benzene-1,3,5-triyl) tris(2-aminoazulene-1,3-dicarboxylate)) C(C)C1=C(C2=C(C(=C(C2=CC=C1C=1C=C(C=C(C1)C=1C(=C(C2=C(C(=C(C2=C(C1CC)CC)C(=O)O)N)C(=O)O)CC)CC)C=1C=CC2=C(C(=C(C2=CC1)C(=O)O)N)C(=O)O)C(=O)O)N)C(=O)O)CC.NC1=C(C2=CC=CC=CC2=C1C(=O)O)C(=O)O.NC1=C(C2=CC=CC=CC2=C1C(=O)O)C(=O)O.NC1=C(C2=CC=CC=CC2=C1C(=O)O)C(=O)O